tert-butyl (2-chloro-5-(1,5-dimethyl-1H-pyrazol-3-yl)pyridin-4-yl)carbamate ClC1=NC=C(C(=C1)NC(OC(C)(C)C)=O)C1=NN(C(=C1)C)C